ClC1=C(C(=O)O)C=CC(=C1COCC(F)(F)F)S(=O)(=O)C chloro-3-(trifluoroethoxymethyl)-4-(methylsulfonyl)benzoic acid